4-(6-(3,8-diazabicyclo[3.2.1]oct-3-yl)pyridin-3-yl)-6-(3,6-dihydro-2H-pyran-4-yl)pyrazolo[1,5-a]pyridine-3-carbonitrile C12CN(CC(CC1)N2)C2=CC=C(C=N2)C=2C=1N(C=C(C2)C=2CCOCC2)N=CC1C#N